ClC=1C=CC(=C(C1)C1=CC(N(C=C1OC)C(C(=O)NC1=CC=C(C=C1)P(=O)(C)C)CCOC)=O)N1N=NC(=C1)Cl 2-(4-(5-Chloro-2-(4-chloro-1H-1,2,3-triazol-1-yl)phenyl)-5-methoxy-2-oxopyridine-1(2H)-yl)-N-(4-(dimethylphosphoryl)phenyl)-4-methoxybutanamide